tert-butyl 2-((6-(trifluoromethyl)pyridin-3-yl)oxy)-3',6'-dihydro-[3,4'-bipyridine]-1'(2'H)-carboxylate FC(C1=CC=C(C=N1)OC1=NC=CC=C1C=1CCN(CC1)C(=O)OC(C)(C)C)(F)F